dichloro-silicon Cl[Si]Cl